NC=1C(=NC=CC1)C(C(C(=O)NC1=C(C(=CC=C1)F)F)C#N)=O 3-(3-aminopyridin-2-yl)-2-cyano-N-(2,3-difluorophenyl)-3-oxopropanamide